O[C@H](COC=1C=C(C=CC1)S(=O)(=O)N)CN[C@H]1COC2(C1)CCN(CC2)S(=O)(=O)C=2C=C1C(=NC2)NC(=N1)C 3-((S)-2-hydroxy-3-((R)-8-(2-methyl-3H-imidazo[4,5-b]pyridin-6-ylsulfonyl)-1-oxa-8-azaspiro[4.5]decan-3-ylamino)propoxy)benzenesulfonamide